1-oxyl-2,2,6,6-tetramethylpiperidin-4-yl 2-ethylhexanoate C(C)C(C(=O)OC1CC(N(C(C1)(C)C)O)(C)C)CCCC